[Cl-].ClC1=[N+](CCN1C)C 2-chloro-1,3-dimethyl-4,5-dihydroimidazol-1-ium chloride